C(C)C1(C(=NOC1(C(=O)O)C(=O)O)C1=C(C=CC=C1)Br)CC diethyl-3-(2-bromophenyl)isoxazole-5,5(4H)-dicarboxylic acid